1-[(3S)-3-(2,4-difluorophenyl)-1,2-oxazolidin-2-yl]-2,2-dimethylpropan-1-one FC1=C(C=CC(=C1)F)[C@H]1N(OCC1)C(C(C)(C)C)=O